1-(1-(piperidin-4-yl)-1H-pyrrolo[2,3-b]pyridin-4-yl)dihydropyrimidine-2,4(1H,3H)-dione trifluoroacetic acid salt FC(C(=O)O)(F)F.N1CCC(CC1)N1C=CC=2C1=NC=CC2N2C(NC(CC2)=O)=O